CC(=CC=O)C=CCCC 3-methyl-2,4-octadienal